NC=1C=C2C(=CC=NC2=CC1OC)OC1=C(C=C(C=C1)NC(=O)C1=C2C(=CN(C1=O)C1=CC=C(C=C1)F)CCO2)F N-(4-((6-amino-7-methoxyquinolin-4-yl)oxy)-3-fluorophenyl)-5-(4-fluorophenyl)-6-oxo-2,3,5,6-tetrahydrofuro[3,2-c]pyridine-7-carboxamide